FCC(C)(C)C1=NOC(=N1)C(=O)NCC1=C(C=C(C=C1)C=1C=2N(C=C(C1)C=1C=NN(C1)C)N=CC2)F 3-(1-fluoro-2-methylpropan-2-yl)-N-(2-fluoro-4-(6-(1-methyl-1H-pyrazol-4-yl)pyrazolo[1,5-a]pyridin-4-yl)benzyl)-1,2,4-oxadiazole-5-carboxamide